BrC1=CC=C(S1)C=NS(=O)C(C)(C)C N-((5-bromothiophen-2-yl)methylene)-2-methylpropane-2-sulfinamide